ClC=1C=C(C=NC1N1N=CN=N1)N 5-chloro-6-(2H-tetrazol-2-yl)pyridin-3-amine